C1(=CC=CC=C1)P(C1=C(C2=CC=CC=C2C=C1)C1=C(C=CC2=CC=CC=C12)P(C1=CC=CC=C1)C1=CC=CC=C1)C1=CC=CC=C1 (rac)-(+)-2,2'-bis(diphenylphosphino)-1,1'-binaphthalene